2-(2-chloro-5-fluoro-4-(6-((2-(methoxycarbonyl)isoindolin-5-yl)methoxy)pyridin-2-yl)benzyl)-4-fluoro-1-(2-methoxyethyl)-1H-benzo[d]imidazole-6-carboxylic acid ClC1=C(CC2=NC3=C(N2CCOC)C=C(C=C3F)C(=O)O)C=C(C(=C1)C1=NC(=CC=C1)OCC=1C=C3CN(CC3=CC1)C(=O)OC)F